C(#N)C=1C=C(C=CC1)C(C)=O 3'-cyanoacetophenone